FC=1C=C(C=CC1NCC#C)P(C)(C)=O (3-fluoro-4-(prop-2-yn-1-ylamino)phenyl)dimethylphosphine oxide